NC1=CC=C(N=N1)CS(=O)(=O)CCCC#N 4-(6-Aminopyridazin-3-ylmethylsulfonyl)n-butyronitrile